(3-bromo-2-(2,6-dimethylpyridin-4-yl)-5,6,7,8-tetrahydro-1H-pyrrolo[3,2-b]quinolin-6-yl)carbamate BrC1=C(NC=2C1=NC=1CC(CCC1C2)NC([O-])=O)C2=CC(=NC(=C2)C)C